C(C)(C)(C)NC(C(C1=NC=NC=C1)N(C(=O)C=1N=C(SC1)C#C)C1=CC=C(C=C1)C1=CN=CO1)=O N-(2-(tert-butylamino)-2-oxo-1-(pyrimidin-4-yl)ethyl)-2-ethynyl-N-(4-(oxazol-5-yl)phenyl)thiazole-4-carboxamide